3-[3-[(2,4-Dichlorophenoxy)methyl]-4-methoxyphenyl]-1-(2,4-dihydroxyphenyl)prop-2-en-1-one ClC1=C(OCC=2C=C(C=CC2OC)C=CC(=O)C2=C(C=C(C=C2)O)O)C=CC(=C1)Cl